C1CCN2CCC(CC12)C=1N(C=2C=CC=C(C2C1)N)CC(F)(F)F (octahydroindolizin-7-yl)-1-(2,2,2-trifluoroethyl)-1H-indol-4-amine